C(C=C)N1S(N(CC2=C1C(=CC(=C2)Cl)[N+](=O)[O-])CC2CCN(CC2)C)(=O)=O 1-allyl-6-chloro-3-((1-methylpiperidin-4-yl)methyl)-8-nitro-3,4-dihydro-1H-benzo[c][1,2,6]thiadiazine 2,2-dioxide